O=C1N(C(CC1)=O)OC(CCOCCN1C(C=CC1=O)=O)=O 1-(2-{3-[(2,5-dioxopyrrolidin-1-yl)oxy]-3-oxopropoxy}ethyl)-1H-pyrrole-2,5-dione